(S)-N-(5-methoxy-1H-pyrazol-3-yl)-6-(1-(pyridin-2-yl)ethoxy)pyrazin-2-amine COC1=CC(=NN1)NC1=NC(=CN=C1)O[C@@H](C)C1=NC=CC=C1